C1(CCCC1)N cyclopentan-1-amine